5-(2-Isopropyl-4,5-dimethoxy-benzyl)-N4-(2-methoxy-ethyl)-pyrimidine-2,4-diamine C(C)(C)C1=C(CC=2C(=NC(=NC2)N)NCCOC)C=C(C(=C1)OC)OC